CC=1NC(=C(N1)C)C1CCN(CC1)C(=O)C=1N=C(C2=C(N1)OC(=C2)C)NC2(CC2)C [4-(2,4-dimethyl-1H-imidazol-5-yl)piperidine-1-carbonyl]-6-methyl-N-(1-methylcyclopropyl)furo[2,3-d]pyrimidin-4-amine